FC1(CCC(CC1)NC1=NC(=CC(=C1)CF)N1N=C(C=C1)C)F N-(4,4-difluorocyclohexyl)-4-(fluoromethyl)-6-(3-methyl-1H-pyrazol-1-yl)pyridin-2-amine